3,3-Bis(4-bromophenyl)-1-(1,3-dithian-2-yl)-2-phenylprop-2-en-1-one BrC1=CC=C(C=C1)C(=C(C(=O)C1SCCCS1)C1=CC=CC=C1)C1=CC=C(C=C1)Br